N-[2,6-difluoro-4-(pyrrolidin-1-yl)phenyl]-2-[(1-methyl-1H-1,2,3,4-tetrazol-5-yl)sulfanyl]-5-nitrobenzamide FC1=C(C(=CC(=C1)N1CCCC1)F)NC(C1=C(C=CC(=C1)[N+](=O)[O-])SC1=NN=NN1C)=O